CC(C)(C)[S@](=O)N[C@@H]1CCC12CCN(CC2)CCC2=CC=CC=C2 (S)-2-methyl-N-((R)-7-phenethyl-7-azaspiro[3.5]non-1-yl)propane-2-sulfinamide